tert-butyl ((3-(2-(4,4-difluoroazepan-1-yl)-5-(2,6-difluorophenyl)-4-methylnicotinamido)phenyl)(methyl)(oxo)-λ6-sulfaneylidene)carbamate FC1(CCN(CCC1)C1=C(C(=O)NC=2C=C(C=CC2)S(=O)(C)=NC(OC(C)(C)C)=O)C(=C(C=N1)C1=C(C=CC=C1F)F)C)F